2-[(4-tert-butyl-2-fluoro-5-methoxy-phenyl)methyl]-1H-benzimidazole-5-carboxylic acid methyl ester COC(=O)C1=CC2=C(NC(=N2)CC2=C(C=C(C(=C2)OC)C(C)(C)C)F)C=C1